ClC1=C(N2CCCC2=C1C(=O)NC1=CC(=C(C=C1)F)F)C(C(=O)N[C@@H]1[C@@H](CCC1)O)=O 6-chloro-N-(3,4-difluorophenyl)-5-(2-(((1S,2R)-2-hydroxycyclopentyl)amino)-2-oxoacetyl)-2,3-dihydro-1H-pyrrolizine-7-carboxamide